COC(=O)C=1C(=CC2=C(N=C(S2)C2CCC(CC2)CO)C1)Br 6-bromo-2-[4-(hydroxymethyl)cyclohexyl]-1,3-benzothiazole-5-carboxylic acid methyl ester